imidazo[1,5-a]pyridine-3-carboxylic acid C=1N=C(N2C1C=CC=C2)C(=O)O